CC1=CC=C(C=C1)S(=O)(=O)[O-].CC1=CC=C(C=C1)S(=O)(=O)[O-].CC1=CC=C(C=C1)S(=O)(=O)[O-].[Fe+3] iron (III) tris(4-methylbenzenesulfonate)